OC=1C=C(C=C(C1C(C)C)O)C=CC1=CC=CC=C1 3,5-Dihydroxy-4-isopropylstilbene